ClC=1C=NC=C(C1[C@@H](C)OC=1C=C2C(=NNC2=CC1)C=1C=C(C(=NC1)N1CC(C1)(N)C1CCOCC1)F)Cl (R)-1-(5-(5-(1-(3,5-dichloropyridin-4-yl)ethoxy)-1H-indazol-3-yl)-3-fluoropyridin-2-yl)-3-(tetrahydro-2H-pyran-4-yl)azetidin-3-amine